N1C=CC2=C1N=CC=C2S 1H-pyrrolo[2,3-b]pyridine-4-thiol